2-((R)-2-bromopropoxy)malonate Br[C@@H](COC(C(=O)[O-])C(=O)[O-])C